C(CCCCCCCCCCCCCCCCC)C(C1=CC=CC=C1)N(C)C octadecyldimethylbenzylamine